FC(C(=O)O)(F)F.ClC=1C=NN(C1)C[C@@H]1OC[C@@H](N(C1)C1CCN(CC1)C=1NC(=NN1)N)CC1=CC=C(C=C1)Cl 5-(4-((2R,5S)-2-((4-chloro-1H-pyrazol-1-yl)methyl)-5-(4-chlorobenzyl)-morpholino)piperidin-1-yl)-4H-1,2,4-triazol-3-amine 2,2,2-trifluoroacetate